C(C)(C)(C)OC(=O)NC(C(=O)O)C1CCC(CC1)F 2-((Tert-butoxycarbonyl)amino)-2-(4-fluorocyclohexyl)acetic acid